CCCC(CCC)N([C@@H](CC1=CC=CC=C1)C(=O)[O-])C(=O)OC(C)(C)C.C[N+](CCCCCCCC)(C)C trimethyl-mono-n-octyl-ammonium heptan-4-yl-(tert-butoxycarbonyl)-L-phenylalaninate